2,3-bis(1H-indol-3-yl)maleimide N1C=C(C2=CC=CC=C12)C=1C(=O)NC(C1C1=CNC2=CC=CC=C12)=O